(R)-1-((2-amino-4-(3-chloro-2-methylphenylamino)pyrido[3,2-d]pyrimidin-7-yl)methyl)pyrrolidin-3-ol NC=1N=C(C2=C(N1)C=C(C=N2)CN2C[C@@H](CC2)O)NC2=C(C(=CC=C2)Cl)C